COC1=CC=C(CN(C2=NC=C3C=C(C=NC3=C2)C2=CC(=CN=N2)NC(C2=CC(=NC=C2)C(F)(F)F)=O)C)C=C1 N-(6-(7-((4-methoxybenzyl)(methyl)amino)-1,6-naphthyridin-3-yl)pyridazin-4-yl)-2-(trifluoromethyl)isonicotinamide